C1(=CC=CC=C1)C1=NC(=NC(=N1)C1=CC=CC=C1)C1=C(C=C(C=C1)CCCCCCCCCCCCCCC)O 2-(4,6-diphenyl-1,3,5-tri-azin-2-yl)-5-pentadecylphenol